ClC1=C(C(=CC=C1Cl)F)[C@@]1(CN(CC1)C(C=C)=O)NC=1C=C2C(N(C=NC2=C(C1)F)CC(=O)N)=O 2-(6-{[(3S)-3-(2,3-Dichloro-6-fluorophenyl)-1-(prop-2-enoyl)pyrrolidin-3-yl]amino}-8-fluoro-4-oxoquinazolin-3-yl)acetamide